1,2-dimethylisothiouronium CNC(SC)=[NH2+]